7-chloro-1-({4-[1-methyl-4-(trifluoromethyl)imidazol-2-yl]phenyl}methyl)pyrido[3,4-b]pyrazin-2-one ClC1=CC2=C(N=CC(N2CC2=CC=C(C=C2)C=2N(C=C(N2)C(F)(F)F)C)=O)C=N1